ClC=1C(=C(NC2=NC=NC3=CC=C(C=C23)C2(CN(C2)C(=O)OC(C)(C)C)O)C=CC1Cl)F tert-butyl 3-[4-(3,4-dichloro-2-fluoro-anilino)quinazolin-6-yl]-3-hydroxy-azetidine-1-carboxylate